(2-amino-2-oxoethoxy)-4-cyano-2-((2-fluoro-4-iodophenyl)amino)benzamide NC(COC=1C(=C(C(=O)N)C=CC1C#N)NC1=C(C=C(C=C1)I)F)=O